4-(4-phenoxyphenoxy)pyridin O(C1=CC=CC=C1)C1=CC=C(OC2=CC=NC=C2)C=C1